N-(6,7-dihydro-5H-cyclopenta[b]pyridin-3-ylmethyl)-6-(7,8-dihydro-5H-1,6-naphthyridin-6-yl)-5-methyl-pyridine-3-carboxamide N1=C2C(=CC(=C1)CNC(=O)C=1C=NC(=C(C1)C)N1CC=3C=CC=NC3CC1)CCC2